1-(3-bromo-4-methoxyphenyl)-2-(8-hydroxynaphthalen-1-yl)ethan-1-one BrC=1C=C(C=CC1OC)C(CC1=CC=CC2=CC=CC(=C12)O)=O